C(CCCCCCCCCCCCCCC)(=O)OC[C@@H](OC(C)=O)CO 1-palmitoyl-2-acetyl-sn-glycerol